2-(dibutylamino)-1,3,5-triazine-4,6-dithiol C(CCC)N(C1=NC(=NC(=N1)S)S)CCCC